(S)-5-(t-butoxycarbonyl)-5-azaspiro[2.4]heptane-6-carboxylic acid C(C)(C)(C)OC(=O)N1CC2(CC2)C[C@H]1C(=O)O